C(C=C)(=O)NN[C@@H](C(C)C)C(=O)O N-acrylamidovaline